ClC=1C=C(C=C(C1)Cl)C1=NC=NC=N1 6-(3,5-dichlorophenyl)-1,3,5-triazine